COC(CCNC(C=C)=O)=O 3-Acryloylaminopropionic acid methyl ester